2-[1-[(2R)-2-[(2S)-2-hydroxypropoxy]-2-phenylethyl]-5-methyl-6-(1,3-oxazol-2-yl)-2,4-dioxo-1H,2H,3H,4H-thieno[2,3-d]pyrimidin-3-yl]-2-methylpropionic acid O[C@H](CO[C@@H](CN1C(N(C(C2=C1SC(=C2C)C=2OC=CN2)=O)C(C(=O)O)(C)C)=O)C2=CC=CC=C2)C